CC1(OC(C(C(O1)=O)C([C@H](CC1=CC=C(C=C1)[N+](=O)[O-])NC(OC(C)(C)C)=O)=O)=O)C (S)-tert-Butyl 1-(2,2-dimethyl-4,6-dioxo-1,3-dioxan-5-yl)-3-(4-nitrophenyl)-1-oxopropan-2-ylcarbamate